CC1=NN2C(N=C(C(=C2C)O[C@H]2CN(CC2)C(=O)OC(C)(C)C)C)=N1 tert-butyl (R)-3-((2,5,7-trimethyl-[1,2,4]triazolo[1,5-a]pyrimidin-6-yl)oxy)pyrrolidine-1-carboxylate